CN1N=C(NC1=O)C(=O)OCC ethyl 1-methyl-5-oxo-4H-1,2,4-triazole-3-carboxylate